OC1(C(O[C@@]2(CCCO2)C([C@H]1N1N=NC(=C1)C1=CC(=C(C(=C1)F)F)F)(O)O)(CO)CO)O (4r,5s,7r,8r,9s,10r)-8,10-dihydroxy-7-(hydroxymethyl)-9-(4-(3,4,5-trifluorophenyl)-1H-1,2,3-triazol-1-yl)-7-(hydroxymethyl)-1,6-dioxaspiro[4.5]decan-8,10-diol